(tert-butyl 1-(2-bromo-6-chloro-5-(cyclopropylmethoxy) pyridin-3-yl)-3,3-dimethylbut-2-yl) carbamate C(N)(OC(C(C=1C(=NC(=C(C1)OCC1CC1)Cl)Br)C(C)(C)C)C(C)(C)C)=O